1-(4-((Trimethylsilyl)ethynyl)phenyl)piperazine C[Si](C)(C)C#CC1=CC=C(C=C1)N1CCNCC1